BrC1=CC(=C(C=C1)N(C(OC(C)(C)C)=O)C=1SC=C(N1)CO)C tert-Butyl (4-bromo-2-methylphenyl)(4-(hydroxymethyl)thiazol-2-yl)carbamate